ClC1=CC(=C(C=C1)C1=CC=C2CN(C(C2=C1)=O)C1=NC(=CC(=C1)C(C)NCC1CC1)Cl)C1=NN=CN1C 6-(4-Chloro-2-(4-methyl-4H-1,2,4-triazol-3-yl)phenyl)-2-(6-chloro-4-(1-((cyclopropylmethyl)amino)ethyl)pyridin-2-yl)isoindolin-1-one